4-((8-methyl-2,3-dihydro-1H-pyrido[2,3-b][1,4]oxazin-7-yl)amino)-N-(4-(4-(3-(methylsulfonyl)propyl)piperazin-1-yl)phenyl)-2-oxo-1,2-dihydropyridine-3-carboxamide CC1=C(C=NC=2OCCNC21)NC2=C(C(NC=C2)=O)C(=O)NC2=CC=C(C=C2)N2CCN(CC2)CCCS(=O)(=O)C